O=C1C(=C(C=NN1COCC[Si](C)(C)C)OCCOC/C=C/C(=O)OC)C(F)(F)F Methyl (2E)-4-(2-[[6-oxo-5-(trifluoromethyl)-1-[[2-(trimethylsilyl)ethoxy]methyl]-1,6-dihydropyridazin-4-yl]oxy]ethoxy)but-2-enoate